(S)-N2-(pyrrolidin-3-yl)pyrimidine-2,5-diamine N1C[C@H](CC1)NC1=NC=C(C=N1)N